ClC=1C(=NC(=NC1)NC1=C(C=C(C=C1)N1CCC(CC1)N1CCN(CC1)C)OC)NC=1C(=C2N=CC=NC2=CC1)NS(=O)(=O)C N-(6-((5-chloro-2-((2-methoxy-4-(4-(4-methylpiperazin-1-yl)piperidin-1-yl)phenyl)amino)pyrimidin-4-yl)amino)quinoxalin-5-yl)methanesulfonamide